(R)-tert-butyl 4-methyl-1,2,3-oxathiazolidine-3-carboxylate 2,2-dioxide C[C@H]1N(S(OC1)(=O)=O)C(=O)OC(C)(C)C